6-(3-isopropyl-5-(piperidin-4-yl)-1H-indol-2-yl)-1H-pyrazolo[4,3-b]pyridine C(C)(C)C1=C(NC2=CC=C(C=C12)C1CCNCC1)C=1C=C2C(=NC1)C=NN2